FC1=C(C(=C(C(=C1[B-](C1=C(C(=C(C(=C1F)F)F)F)F)(C1=C(C(=C(C(=C1F)F)F)F)F)C1=C(C(=C(C(=C1F)F)F)F)F)F)F)F)F.C[NH+](C1=CC=CC=C1)C.[Na] sodium N,N-dimethylanilinium tetrakis(pentafluorophenyl)borate